S(=O)(=O)(C1=CC=C(C)C=C1)N1CCC1 1-tosylazetidine